Cl.N[C@@H](CC(=O)OC(C)(C)C)C(=O)OC(C)(C)C di-tert-butyl L-aspartate hydrochloride